C1(CC1)B1OC(C(O1)(C)C)(C)C 2-cyclopropyl-4,4,5,5-tetramethyl-1,3,2-dioxaborolane